L-3-methyl-3-buten-1-ol CC(CCO)=C